(1,2,3,4,5,8-hexahydroindolizin-7-yl)-1H-indole butyne-1,4-dioate C(C#CC(=O)O)(=O)O.C1CCN2CC=C(CC12)N1C=CC2=CC=CC=C12